C[Si](CCOCN1N=CC(=C1)B1OC(C(O1)(C)C)(C)C)(C)C trimethyl-[2-[[4-(4,4,5,5-tetramethyl-1,3,2-dioxa-borolan-2-yl)pyrazol-1-yl]methoxy]ethyl]silane